COC(=O)C=1C=2N(C=CC1C=1C=NN(C1C)CC13CC4CC(CC(C1)C4)C3)C(=CN2)C2=CC=C(C=C2)N 7-(1-(adamantan-1-ylmethyl)-5-methyl-1H-pyrazol-4-yl)-3-(4-aminophenyl)imidazo[1,2-a]pyridine-8-carboxylic acid methyl ester